2-[(4-{6-[(2,5-difluorobenzyl)oxy]pyridin-2-yl}piperidin-1-yl)methyl]-1-methyl-1H-benzimidazole-6-carboxylic acid FC1=C(COC2=CC=CC(=N2)C2CCN(CC2)CC2=NC3=C(N2C)C=C(C=C3)C(=O)O)C=C(C=C1)F